BrC=1C2=C(C(=C(C(=C2C(=C2C(=C(C(=C(C12)[2H])[2H])[2H])[2H])C1=CC=CC=C1)[2H])[2H])[2H])[2H] 9-bromo-10-phenylanthracene-d8